[Na+].C(C)(C)N1N=C(C=C1)S(=O)(=O)[NH-] 1-isopropyl-1H-pyrazole-3-sulfonamide sodium salt